C1(=CC=CC=C1)N1CC2(CCN(C2)C(=O)OC(C)(C)C)CC1 tert-butyl 7-phenyl-2,7-diazaspiro[4.4]nonane-2-carboxylate